1-(1H-benzo[d]imidazol-4-yl)-4-methylpiperazin-2-one N1C=NC2=C1C=CC=C2N2C(CN(CC2)C)=O